ClC1=CC=CS1 5-Chloro-thiophen